NC=1N(N=C2CN(CCC21)CC)C(=O)[C@H]2CCNC1=CC=C(C=C21)F |o1:14| (S*)-(3-amino-6-ethyl-4,5,6,7-tetrahydro-pyrazolo[3,4-c]pyridin-2-yl)(6-fluoro-1,2,3,4-tetrahydro-quinolin-4-yl)methanone